CC1=CC(=C(C(N1)=O)CC1=C(C(=O)N)C=CC=C1)SC ((6-methyl-4-(methylthio)-2-oxo-1,2-dihydropyridin-3-yl)methyl)benzamide